BrC=1C2=C(C(N(C1)C)=O)NC(=C2)C(=O)OCC ethyl 4-bromo-6-methyl-7-oxo-1H-pyrrolo[2,3-c]pyridine-2-carboxylate